(R)-N-(1-(6-aminopyridin-2-yl)ethyl)-5-(4-(trifluoromethoxy)phenoxy)-2-naphthamide NC1=CC=CC(=N1)[C@@H](C)NC(=O)C1=CC2=CC=CC(=C2C=C1)OC1=CC=C(C=C1)OC(F)(F)F